methyl 2-[1-(3-cyanophenyl)-1H-pyrazol-4-yl]acetate C(#N)C=1C=C(C=CC1)N1N=CC(=C1)CC(=O)OC